CC=1C=C(C=CC1)C=1NC=CN1 m-methylphenylimidazole